[Br-].[Br-].C(CCCCCCCCC[N+]1=CC(=C(C=C1)\C=C\C1=C(C=C(C=C1)N(CC)CC)O)C)[N+]1=CC(=C(C=C1)\C=C\C1=C(C=C(C=C1)N(CC)CC)O)C 1,1'-(decane-1,10-diyl)bis{4-[(E)-4-(diethylamino)-2-hydroxystyryl]-3-methylpyridin-1-ium} dibromide